(2R,3S,5R)-5-(6-Amino-2-fluoro-9H-purin-9-yl)-2-((((S)-(((S)-1-(decyloxy)-1-oxo-3-phenylpropan-2-yl)amino)(phenoxy)phosphoryl)oxy) methyl)-2-ethynyltetrahydrofuran-3-yl icosanoate C(CCCCCCCCCCCCCCCCCCC)(=O)O[C@@H]1[C@@](O[C@H](C1)N1C2=NC(=NC(=C2N=C1)N)F)(C#C)CO[P@](=O)(OC1=CC=CC=C1)N[C@H](C(=O)OCCCCCCCCCC)CC1=CC=CC=C1